N,N-bis(tert-butoxycarbonyl)-6-chloro-7-(1-(oxetan-3-yl)piperidin-4-yl)quinazolin-2-amine C(C)(C)(C)OC(=O)N(C1=NC2=CC(=C(C=C2C=N1)Cl)C1CCN(CC1)C1COC1)C(=O)OC(C)(C)C